C(=C(C)C)C1=C(C(=CC=C1)C=C(C)C)O 2,6-diisobutenylphenol